(2r,6r)-N-(1-adamantyl)-4-(7-cyanopyrazolo[1,5-a]pyridin-4-yl)-6-methyl-morpholine-2-carboxamide C12(CC3CC(CC(C1)C3)C2)NC(=O)[C@H]2CN(C[C@H](O2)C)C=2C=3N(C(=CC2)C#N)N=CC3